FC1(C(CN(CC1)C(=O)OC(C)(C)C)(C(=O)OC)C)F 1-(tert-butyl) 3-methyl 4,4-difluoro-3-methylpiperidine-1,3-dicarboxylate